C(C)(C)C=1C(=NNC1C=1C=C(C=2N(C1)N=CN2)C)C2=CN=C(S2)C2CCN(CC2)CCOC 5-(4-isopropyl-5-(8-methyl-[1,2,4]triazolo[1,5-a]pyridin-6-yl)-1H-pyrazol-3-yl)-2-(1-(2-methoxyethyl)piperidin-4-yl)thiazole